N-{[(3aR,4R,6R,6aS)-6-{4-chloropyrrolo[2,3-d]pyrimidin-7-yl}-2,2-dimethyl-tetrahydro-3aH-cyclopenta[d][1,3]dioxol-4-yl]methyl}carbamate ClC=1C2=C(N=CN1)N(C=C2)[C@@H]2C[C@@H]([C@@H]1[C@H]2OC(O1)(C)C)CNC([O-])=O